CN(CCN1CCN(CC1)C(=O)C1=C(C=C(C=C1)NC=1C=2N(C=CN1)C(=CN2)C2=CC(=C(C=C2)OC)F)C)C (4-(2-(dimethyl-amino)ethyl)piperazin-1-yl)(4-((3-(3-fluoro-4-methoxyphenyl)imidazo[1,2-a]pyrazin-8-yl)amino)-2-methylphenyl)meth-anone